NC1(CC(C1)C)C1=NC=C(C=N1)C1=CC2=C(N=C3N2[C@H]2C4=C(C(N([C@@H]3C2)C([2H])([2H])[2H])=O)C=CC=C4C#C)C=C1 (7R,14R)-11-(2-((1s,3S)-1-amino-3-methylcyclobutyl)pyrimidin-5-yl)-1-ethynyl-6-(methyl-d3)-6,7-dihydro-7,14-methanobenzo[f]benzo[4,5]imidazo[1,2-a][1,4]diazocin-5(14H)-one